C(C)OC(CC1=NC(=CC=C1)C(F)(F)F)=O 2-(6-(trifluoromethyl)pyridin-2-yl)acetic acid ethyl ester